cyclopropyl-N-isoamyl-2-methoxy-1H-imidazole-1-carboxamide C1(CC1)C=1N=C(N(C1)C(=O)NCCC(C)C)OC